tert-butyl-3-((6-hydroxyisoquinolin-1-yl)amino)azetidine C(C)(C)(C)N1CC(C1)NC1=NC=CC2=CC(=CC=C12)O